CC=1C(C2=CC=CC=C2C(C1C\C=C(\CCC[C@@H](CCC[C@@H](CCCC(C)C)C)C)/C)=O)=O 2-methyl-3-[(E,7R,11R)-3,7,11,15-tetramethylhexadec-2-en-1-yl]naphthalene-1,4-dione